[(3R,4S,5R)-3-[(tert-butyldimethylsilyl) oxy]-4-fluoro-5-(5-fluoro-2,4-dioxo-3H-pyrimidin-1-yl)-2-[(trifluoromethanesulfonyloxy)methyl]oxolan-2-yl]methyl trifluoromethanesulfonate FC(S(=O)(=O)OCC1(O[C@H]([C@H]([C@@H]1O[Si](C)(C)C(C)(C)C)F)N1C(NC(C(=C1)F)=O)=O)COS(=O)(=O)C(F)(F)F)(F)F